2-(4,5-Dichloro-6-oxopyridazin-1(6H)-yl)-N-(4-methyl-3-(N-(pyrimidin-2-ylmethyl)sulfamoyl)phenyl)acetamide ClC=1C=NN(C(C1Cl)=O)CC(=O)NC1=CC(=C(C=C1)C)S(NCC1=NC=CC=N1)(=O)=O